(S)-2-(1-(2-methoxyethyl)-1H-pyrazol-4-yl)-N-(2-methyl-5-(2-(2-methylpyrrolidin-1-yl)acetamido)pyridin-3-yl)-1H-pyrrolo[2,3-b]pyridine-5-carboxamide COCCN1N=CC(=C1)C1=CC=2C(=NC=C(C2)C(=O)NC=2C(=NC=C(C2)NC(CN2[C@H](CCC2)C)=O)C)N1